FC1(C(C1)SC1=NC=CC(=C1CO)C)F {2-[(2,2-difluorocyclopropyl)sulfanyl]-4-methylpyridin-3-yl}methanol